[I-].C([N+]1=CNC2=C1C=CC=C2)([2H])([2H])[2H] 3-(methyl-d3)-1H-benzo[d]imidazol-3-ium iodide